FC(C(=O)N)(C1=CC(=CC=C1)F)F difluoro-2-(3-fluorophenyl)acetamide